BrCCOCCOC1=C(C=CC(=C1)C1=C(N=CS1)C)CNC(=O)[C@H]1N(C[C@@H](C1)O)C([C@H](C(C)(C)C)NC(=O)C1(CC1)F)=O (2S,4R)-N-([2-[2-(2-bromoethoxy)ethoxy]-4-(4-methyl-1,3-thiazol-5-yl)phenyl]methyl)-1-[(2S)-2-[(1-fluorocyclopropyl)formamido]-3,3-dimethylbutanoyl]-4-hydroxypyrrolidine-2-carboxamide